5-[3-[[4-[(2-chlorophenyl)sulfonylmethyl]phenyl]-carbamoyl]phenyl]-2-methyl-pyridine-3-carboxylic acid ClC1=C(C=CC=C1)S(=O)(=O)CC1=CC=C(C=C1)NC(=O)C=1C=C(C=CC1)C=1C=C(C(=NC1)C)C(=O)O